Racemic-1-(1-(6-fluoro-4-oxo-3,4-dihydrophthalazin-1-yl)ethyl)-3-(4-fluorophenyl)-1-isobutylurea FC=1C=C2C(NN=C(C2=CC1)[C@@H](C)N(C(=O)NC1=CC=C(C=C1)F)CC(C)C)=O |r|